C(C)(C)(C)OC(=O)N1C(N(C(C=C1)=O)CC=1C=C2C(=NC=NN2C1)C1=C(CC2CN(CCO2)C(=O)OC(C)(C)C)C(=CC(=C1)Cl)Cl)=O tert-butyl 2-(2-(6-((3-(tert-butoxycarbonyl)-2,6-dioxo-3,6-dihydropyrimidin-1(2H)-yl)methyl)pyrrolo[2,1-f][1,2,4]triazin-4-yl)-4,6-dichlorobenzyl)morpholine-4-carboxylate